copper 2-chlorobenzaldehyde ClC1=C(C=O)C=CC=C1.[Cu]